ClC1=C(C=CC=C1)C=1N=C(SC1)C=1C(=C(C(=O)N)C=CC1N1CCOCC1)C(F)(F)F (4-(2-chlorophenyl)thiazol-2-yl)-4-morpholino-2-(trifluoromethyl)benzamide